tert-butyl N-[(3S)-1-{4-methoxy-2-[6-(methoxymethoxy)-2,7-dimethylindazol-5-yl]pyrido[2,3-d]pyrimidin-6-yl}pyrrolidin-3-yl]-N-methylcarbamate COC=1C2=C(N=C(N1)C1=CC3=CN(N=C3C(=C1OCOC)C)C)N=CC(=C2)N2C[C@H](CC2)N(C(OC(C)(C)C)=O)C